OC(C)(C)C1=NC=CC(=C1)CN[C@H]1CSC=C1 (R)-3-(((2-(2-hydroxypropan-2-yl)pyridin-4-yl)methyl)amino)-2,3-dihydrothiophene